(2Z)-{2-[(tert-butoxycarbonyl)amino]-1,3-thiazol-4-yl}({[1-(tert-butoxycarbonyl)-3,3-dimethylcyclobutyl]oxy}imino)acetic acid C(C)(C)(C)OC(=O)NC=1SC=C(N1)/C(/C(=O)O)=N/OC1(CC(C1)(C)C)C(=O)OC(C)(C)C